O1COC2=C1C=CC(=C2)NCC(=O)O benzo[d][1,3]dioxolan-5-yl-glycine